N,4-dimethylbenzenesulfonamide CNS(=O)(=O)C1=CC=C(C=C1)C